C[C@H](CCCCCCCC[C@H](CC(=O)O)O)O The molecule is an (omega-1)-hydroxy fatty acid that is (12R)-12-hydroxytridecanoic acid in which the 3-pro-R hydrogen is replaced by a hydroxy group. It is an (omega-1)-hydroxy fatty acid, a 3-hydroxy carboxylic acid, a dihydroxy monocarboxylic acid and a long-chain fatty acid. It derives from a (12R)-12-hydroxytridecanoic acid.